Dimethyl-aminocyclohexylamine CC1(CCC(CC1)NN)C